N[C@H](C(=O)O)CC1=CC=C(C=C1)C(N(C)C)=O (S)-2-amino-3-(4-(dimethylcarbamoyl)phenyl)propanoic acid